N-(1-(2-methoxyethyl)-1H-pyrazol-4-yl)-4-(3-phenylisoxazolidin-2-yl)-5-(trifluoromethyl)pyrimidin-2-amine COCCN1N=CC(=C1)NC1=NC=C(C(=N1)N1OCCC1C1=CC=CC=C1)C(F)(F)F